erucyl-bis-(hydroxyethyl)methylammonium chloride [Cl-].C(CCCCCCCCCCC\C=C/CCCCCCCC)[N+](C)(CCO)CCO